(S)-1-((S)-8-(4'-(1-aminocyclopropyl)-6-methoxybiphenyl-3-ylsulfonyl)-1-oxa-8-azaspiro[4.5]decan-3-ylamino)-3-(3-(cyclopropylsulfonyl)phenoxy)propan-2-ol NC1(CC1)C1=CC=C(C=C1)C1=CC(=CC=C1OC)S(=O)(=O)N1CCC2(C[C@@H](CO2)NC[C@@H](COC2=CC(=CC=C2)S(=O)(=O)C2CC2)O)CC1